FC(S(=O)(=O)NC1=C(C=CC=C1)C1=CC=C2C(/C(/COC2=C1)=C/C1=CC=NC=C1)=O)(F)F (E)-1,1,1-trifluoro-N-(2-(4-oxo-3-(pyridin-4-ylmethylene)chroman-7-yl)phenyl)methane-sulfonamide